8-[2-cyano-3-fluoro-5-(trifluoromethyl)phenyl]-N-(2,3-dihydro-1,4-benzoxazin-4-yl)-4-morpholino-quinoline-3-carboxamide C(#N)C1=C(C=C(C=C1F)C(F)(F)F)C=1C=CC=C2C(=C(C=NC12)C(=O)NN1CCOC2=C1C=CC=C2)N2CCOCC2